Cl.COC=1C=CC2=C(OC3=C2N=C(N=C3N3CCOCC3)NC3=CC(=NN3)C3=CC=CC=C3)N1 7-methoxy-4-morpholino-N-(3-phenyl-1H-pyrazol-5-yl)pyrido[3',2':4,5]furo[3,2-d]pyrimidin-2-amine hydrochloride